3-(1-adamantyl)-4-ethyl-5-(ethylthio)-4H-1,2,4-triazole C12(CC3CC(CC(C1)C3)C2)C2=NN=C(N2CC)SCC